CC1=C(C(=C(C1([Ti](N(C)C)(N(C)C)N(C)C)C)C)C)C pentamethylcyclopentadienyl-tris(dimethylamino)titanium (IV)